2-hydroxy-4-aminobutanol OC(CO)CCN